N-(7-bromo-2-mercaptobenzo[d]oxazol-4-yl)acetamide BrC1=CC=C(C=2N=C(OC21)S)NC(C)=O